C(CC(=O)NC(CSSCC(C(=O)[O-])NC(=O)CCC(C(=O)[O-])[NH3+])C(=O)[O-])C(C(=O)[O-])[NH3+] The molecule is dianion of bis-gamma-glutamylcystine arising from deprotonation of all four carboxy groups and protonation of both amino groups; major species at pH 7.3. It is a conjugate base of a bis-gamma-glutamylcystine.